3-Formylmethyl-1,2-dimethylimidazolium C(=O)C[N+]1=C(N(C=C1)C)C